2,5-dimethoxydihydrofuran CC1=CC=C(C=C1)C(=O)C(C)CN2CCCCC2